((5R,9S)-3-(3-Fluoro-5-(trifluoromethyl)phenyl)-2-methyl-4,5,6,7,8,9-hexahydro-2H-5,9-epiminocycloocta[c]pyrazol-10-yl)(quinoxalin-6-yl)methanone FC=1C=C(C=C(C1)C(F)(F)F)C1=C2C(=NN1C)[C@@H]1CCC[C@H](C2)N1C(=O)C=1C=C2N=CC=NC2=CC1